C(C)(=O)N1C=2C3=C(N(C=C3CCC1)[C@H]1[C@H]([C@H](O)[C@H](O1)CO)F)N=CN2 6-Acetyl-2-(2-deoxy-2-fluoro-β-D-arabinofuranosyl)-6,7,8,9-tetrahydro-2H-2,3,5,6-tetraazabenzo[cd]azulene